(2s)-1-(dimethylamino)propan-2-ol CN(C[C@H](C)O)C